2-hydroxynaphthol OC1=C(C2=CC=CC=C2C=C1)O